[Na+].[Na+].C(CCCCCCCCC)C1=C(C(=C(C=C1)S(=O)(=O)[O-])OC1=CC=CC=C1)S(=O)(=O)[O-] decyl-sulfophenoxy-benzenesulfonic acid disodium salt